[(3S*,4S*)-3-methyl-1-methylsulfonyl-4-piperidyl]-1,1-dioxo-2H-thieno[3,2-e][1,2,4]thiadiazin-3-amine C[C@H]1CN(CC[C@@H]1N1S(C2=C(N=C1N)C=CS2)(=O)=O)S(=O)(=O)C |o1:1,6|